chloro-1-(oxetan-3-yl)-7-(pyrrolidin-1-ylmethyl)-1H-pyrazolo[4,3-b]pyridin-3-amine ClC1=CC(=C2C(=N1)C(=NN2C2COC2)N)CN2CCCC2